4-((4-fluoro-3-nitrobenzyloxy)phenyl)-2-oxo-6-(trifluoromethyl)-1,2-dihydropyridine-3-carboxamide FC1=C(C=C(COC2=C(C=CC=C2)C2=C(C(NC(=C2)C(F)(F)F)=O)C(=O)N)C=C1)[N+](=O)[O-]